CC1CC(CC(C1)C)[Si](OC)(OC)C1CCCC1 3,5-dimethylcyclohexyl-(cyclopentyl)dimethoxysilane